C1(CC1)CC1CN(CCN1C1=NC=C2C(=N1)N(N=C2I)C)C(=O)OC(C)(C)C tert-Butyl 3-(cyclopropylmethyl)-4-(3-iodo-1-methyl-1H-pyrazolo[3,4-d]pyrimidin-6-yl)piperazine-1-carboxylate